2-(4-isopropylphenyl)propionic acid C(C)(C)C1=CC=C(C=C1)C(C(=O)O)C